C(C)C=1C(NC2=CC(=CN=C2C1)CN1[C@@H]2CC[C@@H]2N(CC1)C=1C=C2C(=NC1)C(=NO2)NC)=O cis-3-Ethyl-7-((5-(3-(methylamino)isoxazolo[4,5-b]pyridin-6-yl)-2,5-diazabicyclo[4.2.0]oct-2-yl)methyl)-1,5-naphthyridin-2(1H)-one